2-(3-Chlorophenyl)-2,2-difluoro-1-phenylethan-1-ol ClC=1C=C(C=CC1)C(C(O)C1=CC=CC=C1)(F)F